(R)-4-((3-((difluoromethyl)sulfonyl)pyridin-2-yl)amino)-6-(2,2-dimethylcyclopropane-1-carboxamido)-N-(methyl-d3)pyridazine-3-carboxamide FC(S(=O)(=O)C=1C(=NC=CC1)NC1=C(N=NC(=C1)NC(=O)[C@H]1C(C1)(C)C)C(=O)NC([2H])([2H])[2H])F